2-((2R,4S)-2-(2,5-difluorophenyl)-4-fluoropyrrolidin-1-yl)-8-(1-(piperidin-4-yl)-1H-pyrazol-4-yl)-1,5-naphthyridine FC1=C(C=C(C=C1)F)[C@@H]1N(C[C@H](C1)F)C1=NC2=C(C=CN=C2C=C1)C=1C=NN(C1)C1CCNCC1